OC1=CC=C(C=C1)C(C(C1=CC=C(C=C1)O)C1=CC=C(C=C1)O)C1=CC=C(C=C1)O 1,1,2,2-Tetrakis(4-hydroxyphenyl)-ethan